tert-butyl N-[2-[[6-(hydroxymethyl)-1,4-dimethyl-6,7-dihydro-5H-cyclopenta[c]pyridin-3-yl]oxy]ethyl]carbamate OCC1CC2=C(C(=NC(=C2C)OCCNC(OC(C)(C)C)=O)C)C1